OC(C)(C)C=1SC(=CN1)[S@@](=O)(N)=NC(NC1=C2C(=NC(=C1C(C)C)C)CCC2)=O (R)-2-(2-hydroxypropan-2-yl)-N'-((3-isopropyl-2-methyl-6,7-dihydro-5H-cyclopenta[b]pyridin-4-yl)carbamoyl)thiazole-5-sulfonimidamide